5,10,15,20-tetra(9-phenanthryl)-2,3,7,8,12,13,17,18-octabromoporphyrin cobalt(II) [Co+2].C1=CC=CC=2C3=CC=CC=C3C(=CC12)C=1C2=C(C(=C(N2)C(=C2C(=C(C(C(=C3C(=C(C(=C(C=4C(=C(C1N4)Br)Br)C=4C1=CC=CC=C1C=1C=CC=CC1C4)N3)Br)Br)C=3C4=CC=CC=C4C=4C=CC=CC4C3)=N2)Br)Br)C=2C3=CC=CC=C3C=3C=CC=CC3C2)Br)Br